tri-carboxymethyl-propane triacrylate C(C=C)(=O)O.C(C=C)(=O)O.C(C=C)(=O)O.C(=O)(O)C(C(=O)O)(C(=O)O)CCC